C1(CC1)CNC1=NC=CC(=C1)C=1OC=C(N1)C(=O)NC=1C(=NN(C1)C1CCC(CC1)C=O)C(F)F 2-[2-(Cyclopropylmethylamino)-4-pyridyl]-N-[3-(difluoromethyl)-1-(4-formylcyclohexyl)pyrazol-4-yl]oxazole-4-carboxamide